(5S)-2-(5-fluoro-3-oxo-3,4-dihydrospiro[benzo[b][1,4]oxazine-2,1'-cyclopropane]-7-yl)-5-methylpiperidine-1-carboxylic acid tert-butyl ester C(C)(C)(C)OC(=O)N1C(CC[C@@H](C1)C)C=1C=C(C2=C(OC3(CC3)C(N2)=O)C1)F